3-(4,6-dichloro-5-fluoropyrimidin-2-yl)-2-methylpyrazolo[1,5-a]pyridine ClC1=NC(=NC(=C1F)Cl)C=1C(=NN2C1C=CC=C2)C